C(C(C)C)C1=C(C(=CC(=C1)CC(C)C)CC(C)C)N=C=N dl-2,4,6-triisobutylphenylcarbodiimide